BrC1=C(C(=CC=C1)C#C[Si](C)(C)C)NC(=O)C=1C(=NC(=NC1)NC1=CC(=C(C=C1)C1CCN(CC1)C(=O)OC(C)(C)C)C)OC tert-butyl 4-(4-((5-((2-bromo-6-((trimethylsilyl)ethynyl)phenyl)carbamoyl)-4-methoxypyrimidin-2-yl)amino)-2-methylphenyl)piperidine-1-carboxylate